CS(=O)(=O)N1CCN(CC1)C(=O)C1=CC=2C(C3=CC=CC=C3C(C2C=C1)=O)=O 2-(4-(methyl-sulfonyl)piperazine-1-carbonyl)anthracene-9,10-dione